(R)-3-(2-(1-(2-(oxetan-3-carbonyl)-2-azaspiro[3.4]oct-6-yl)piperidin-4-yl)phenoxy)propionitrile O1CC(C1)C(=O)N1CC2(C1)C[C@@H](CC2)N2CCC(CC2)C2=C(OCCC#N)C=CC=C2